2-[4-[3-fluoro-4-(3,4,5-trifluorophenyl)phenyl]-cyclohex-3-en-1-yl]-5-propyl-tetrahydropyran FC=1C=C(C=CC1C1=CC(=C(C(=C1)F)F)F)C1=CCC(CC1)C1OCC(CC1)CCC